N-(4-cyano-2-fluorophenyl)-5-(3-fluoropyridin-2-yl)-1H-pyrrole-3-sulfonamide C(#N)C1=CC(=C(C=C1)NS(=O)(=O)C1=CNC(=C1)C1=NC=CC=C1F)F